CCCCCCCC=CCCCCCCCCCC nonadec-8-ene